C1=C(C=CC=2SC3=C(C21)C=CC=C3)N(C=3C=CC(=C(C3)O)C3=CC=C(C2=CC=CC=C32)N(C3=CC=2C(C1=CC=CC=C1C2C=C3)(C)C)C3=CC2=C(SC1=C2C=CC=C1)C=C3)C3=CC=1C(C2=CC=CC=C2C1C=C3)(C)C 5-[2-dibenzothienyl-(9,9-dimethyl-9H-fluoren-2-yl)amino]-2-[4-[2-dibenzothienyl-(9,9-dimethyl-9H-fluoren-2-yl)amino]-1-naphthyl]phenol